methyl 2-(4-(4-(1-(5-chloropyrimidin-2-yl)-4-methylpiperidin-4-yl)butoxy)-2-fluorophenyl)acetate ClC=1C=NC(=NC1)N1CCC(CC1)(C)CCCCOC1=CC(=C(C=C1)CC(=O)OC)F